ClC1=CC=C2C(=NC=3N(C2=C1)C=NN3)N(C=3C=C(C=CC3)C=3C=CC(=NC3)C3(CCC3)C#N)C 1-(5-(3-((8-chloro-[1,2,4]triazolo[4,3-a]quinazolin-5-yl)(methyl)amino)phenyl)pyridin-2-yl)cyclobutane-1-carbonitrile